5-(1-(benzo[d]thiazol-7-ylmethyl)-4-hydroxypiperidin-4-yl)-2-(2,6-dioxopiperidin-3-yl)isoindoline-1,3-dione S1C=NC2=C1C(=CC=C2)CN2CCC(CC2)(O)C=2C=C1C(N(C(C1=CC2)=O)C2C(NC(CC2)=O)=O)=O